BrC=1C=C2C=3N(C(C(NC3C1)=O)C)C=C2F 8-bromo-6-fluoro-3-methyl-1H-pyrrolo[1,2,3-de]quinoxalin-2(3H)-one